ClC1=C(C(=CC=C1)C)C1=NOC(=C1C=C1CC2(C1)CCN(CC2)S(=O)(=O)C=2C=C(C(=O)O)C=CC2)C2CC2 3-((2-((3-(2-chloro-6-methylphenyl)-5-cyclopropylisoxazol-4-yl)methylene)-7-azaspiro[3.5]non-7-yl)sulfonyl)benzoic acid